C(#N)C=1C=C(C=NC1N1CCN(CC1)C)NC(=O)C=1C=NN(C1C(F)(F)F)C1=C2C=CC=NC2=CC=C1 N-(5-cyano-6-(4-methylpiperazin-1-yl)pyridin-3-yl)-1-(quinolin-5-yl)-5-(trifluoromethyl)-1H-pyrazole-4-carboxamide